N1-[5-[(8-bromoquinazolin-2-yl)amino]-2-methyl-phenyl]-N4-methyl-terephthalamide BrC=1C=CC=C2C=NC(=NC12)NC=1C=CC(=C(C1)NC(C1=CC=C(C(=O)NC)C=C1)=O)C